tert-butyl (3-amino-4-(methylsulfonyl)phenyl)((6-cyclopropylimidazo[1,2-a]pyridin-2-yl)methyl)carbamate NC=1C=C(C=CC1S(=O)(=O)C)N(C(OC(C)(C)C)=O)CC=1N=C2N(C=C(C=C2)C2CC2)C1